C(C1=CC=CC=C1)SC1=CC(=C(C(=O)O)C=C1F)Cl 4-(benzylthio)-2-chloro-5-fluoro-benzoic acid